Tert-butyl (3aR,6aS)-5-(5-fluoro-2-((1-methyl-1H-pyrazol-4-yl) amino) pyrimidin-4-yl)-3a,6a-dimethylhexahydropyrrolo[3,4-c]pyrrole-2(1H)-carboxylate FC=1C(=NC(=NC1)NC=1C=NN(C1)C)N1C[C@@]2([C@](C1)(CN(C2)C(=O)OC(C)(C)C)C)C